N=1N2C(=CC1C(=O)O)CCC2 4H,5H,6H-pyrrolo[1,2-b]pyrazole-2-carboxylic acid